C12C3C4C5CCC(C4C3C(CC1)C2)C5 Pentacyclo[8.2.1.14,7.02,9.08,3]tetradecane